F[C@@H]1[C@H](C1)C1=NC(=NO1)C=1C=CC(=C(C1)NC(=O)C=1C=NN2C1C=CC(=C2)CCOCCO)C N-(5-(5-((1R,2S)-2-fluorocyclopropyl)-1,2,4-oxadiazol-3-yl)-2-methylphenyl)-6-(2-(2-hydroxyethoxy)ethyl)pyrazolo[1,5-a]pyridine-3-carboxamide